6-(tert-butylsulfonyl)-7-(oxetan-3-yloxy)imidazo[1,2-a]pyridine C(C)(C)(C)S(=O)(=O)C=1C(=CC=2N(C1)C=CN2)OC2COC2